The molecule is a stilbenoid that is the (2S,3S)-cis-stereoisomer of delta-viniferin, obtained by cyclodimerisation of cis-resveratrol. It is a member of 1-benzofurans, a polyphenol and a stilbenoid. It derives from a cis-resveratrol. It is an enantiomer of a (2R,3R)-cis-delta-viniferin. C1=CC(=CC=C1/C=C\\C2=CC3=C(C=C2)O[C@@H]([C@H]3C4=CC(=CC(=C4)O)O)C5=CC=C(C=C5)O)O